FC(OC1=CC2=C(N=C(O2)C=2C(=C(C=CC2)C2=C(C(=CC=C2)C2=CC(=C(C=C2)CN2CC3=CC=CC=C3C2)F)C)C)C=C1CN1[C@@H](CCC1)C(=O)O)F ((6-(difluoromethoxy)-2-(3''-fluoro-4''-(isoindolin-2-ylmethyl)-2,2'-dimethyl-[1,1':3',1''-terphenyl]-3-yl)benzo[d]oxazol-5-yl)methyl)proline